7-bromo-2-chloro-8-fluoro-4-methyl-6-(trifluoromethyl)quinazoline BrC1=C(C=C2C(=NC(=NC2=C1F)Cl)C)C(F)(F)F